menthyl anthranilate (menthyl anthranilate) C1(CC(C(CC1)C(C)C)NC=1C(C(=O)O)=CC=CC1)C.C(C=1C(N)=CC=CC1)(=O)OC1CC(CCC1C(C)C)C